C(C)OC(=O)C1C2C3C4C=CC(C3C(C1)C2)C4 9-ethoxycarbonyl-tetracyclo[6.2.1.13,6.02,7]Dodec-4-ene